methyl 3-(5-bromo-3-pyridinyl)-3-oxo-propionate BrC=1C=C(C=NC1)C(CC(=O)OC)=O